C(C)(=O)OC1=C(C(=C(C2=CC=CC=C12)OC(C)=O)C)C\C=C(\CC\C=C(\CC\C=C(\CC\C=C(\CC\C=C(\CC\C=C(\CCC=C(C)C)/C)/C)/C)/C)/C)/C acetic acid 4-acetoxy-3-((2E,6E,10E,14E,18E,22E)-3,7,11,15,19,23,27-heptamethyl-octacosa-2,6,10,14,18,22,26-heptaenyl)-2-methyl-naphthalen-1-yl ester